F[B-](F)(F)F.N#[O+] Nitrilooxonium tetrafluoroborate